FC=1C=C(C=CC1F)[C@]1(C[C@@H](N(CC1)C1=NC(=CN=C1)C=1C(=NN(C1)C)C)C)O |r| (rac)-cis-4-(3,4-difluorophenyl)-1-(6-(1,3-dimethyl-1H-pyrazol-4-yl)pyrazin-2-yl)-2-methylpiperidin-4-ol